FC(C=1C(=C(C=CC1)C(C)=O)F)(C1CN(C1)C(C)C)F 1-(3-(difluoro(1-isopropylazetidin-3-yl)methyl)-2-fluorophenyl)ethan-1-one